ClC=1C=C(C=CC1)C=1SC=C(N1)[C@@]1(C(N(CC1)C)=O)O (S)-3-(2-(3-Chlorophenyl)thiazol-4-yl)-3-hydroxy-1-methylpyrrolidin-2-one